BrC=1C=C(C(=C(C1)C(=O)N1CC(CCC1)(F)F)N[C@H]1CN(CCC1)C(C1=CN=CC(=C1)NC)=O)[N+](=O)[O-] (R)-(5-bromo-2-((1-(5-(methylamino)nicotinoyl)piperidin-3-yl)amino)-3-nitrophenyl)(3,3-difluoropiperidin-1-yl)methanone